C[Si](=[Si](C1=CC=CC=C1)C)C1=CC=CC=C1 1,2-dimethyl-1,2-diphenyldisilene